C(N)([O-])=O rac-carbamate